N1N=NC(=C1)C1CN(CC1)C1=NOC(=C1)C1=NC(=NC=C1)NC1CC2=CC(=C(C=C2C1)F)F (3-(3-(1H-1,2,3-triazol-4-yl)pyrrolidin-1-yl)isoOxazol-5-yl)-N-(5,6-difluoro-2,3-dihydro-1H-inden-2-yl)pyrimidin-2-amine